racemic-4-chloro-1-(2-thienyl)-1-butanol ClCCC[C@@H](O)C=1SC=CC1 |r|